BrC=1C(=C(C=C(C1)Cl)[C@@H]1NCCN[C@H]1C)F trans-2-(3-bromo-5-chloro-2-fluorophenyl)-3-methylpiperazine